NC1=CC=C(C=C1)C(C(=O)NC(C)(C)C)N(C(C#C)=O)C1=CC(=CC=C1)OC N-(1-(4-Aminophenyl)-2-(tert-butylamino)-2-oxoethyl)-N-(3-methoxyphenyl)-propiolamide